3,5-dichloro-N-(4-(N-(3-methyl-4-fluorophenyl)sulfamoyl)phenyl)benzenesulfonamide ClC=1C=C(C=C(C1)Cl)S(=O)(=O)NC1=CC=C(C=C1)S(NC1=CC(=C(C=C1)F)C)(=O)=O